CC1=CN=C2C(=N1)N(C(C(=C2)C2CCN(CC2)C2=NC=CN=C2C(F)(F)F)=O)CC2=NC=CC=C2C(F)(F)F 3-Methyl-7-(1-(3-(trifluoromethyl)pyrazin-2-yl)piperidin-4-yl)-5-((3-(trifluoromethyl)pyridin-2-yl)methyl)pyrido[2,3-b]pyrazin-6(5H)-one